(3-bromo-2-(difluoromethoxy)-5-fluoropyridin-4-yl)(cyclopropyl)methanol BrC=1C(=NC=C(C1C(O)C1CC1)F)OC(F)F